CS(=O)(=O)OCC1=CC(=C(C=2OCCOC21)C#N)F (8-cyano-7-fluoro-2,3-dihydrobenzo[b][1,4]dioxin-5-yl)methyl methanesulfonate